1-(3-chloro-5'-fluoro-2'-hydroxy-3'-(2-(piperazin-1-yl)-6-(1H-pyrazol-4-yl)pyridin-4-yl)-[1,1'-biphenyl]-4-yl)-3-methyl-1H-imidazol-2(3H)-one ClC=1C=C(C=CC1N1C(N(C=C1)C)=O)C1=C(C(=CC(=C1)F)C1=CC(=NC(=C1)C=1C=NNC1)N1CCNCC1)O